3-((2-((S)-1-amino-2,2-dicyclopropylethyl)-1H-benzo[d]imidazol-5-yl)methyl)-5-(trifluoromethyl)pyrrolidin-2-one N[C@@H](C(C1CC1)C1CC1)C1=NC2=C(N1)C=CC(=C2)CC2C(NC(C2)C(F)(F)F)=O